1-chloroethyl (2-methoxyethyl)carbamate COCCNC(OC(C)Cl)=O